5-amino-1-(2-((tert-butyldiphenylsilyl)oxy)ethyl)-1H-pyrazole NC1=CC=NN1CCO[Si](C1=CC=CC=C1)(C1=CC=CC=C1)C(C)(C)C